(R)-6-isopropyl-2-(4-(2-methoxyethyl)-2-methylpiperazin-1-yl)-5-(8-methyl-[1,2,4]triazolo[1,5-a]pyridin-6-yl)-4H-pyrrolo[3,2-d]thiazole C(C)(C)C1=C(NC2=C1N=C(S2)N2[C@@H](CN(CC2)CCOC)C)C=2C=C(C=1N(C2)N=CN1)C